FC=1C=C(C=C(C1)F)[C@H]1N(OCC1)C(=O)[C@@H]1C[C@H](C1)CN1C=NC2=C1C=CC(=C2)F trans-((S)-3-(3,5-difluorophenyl)isoxazolidin-2-yl)(3-((5-fluoro-1H-benzo[d]imidazol-1-yl)methyl)cyclobutyl)methanone